OC(CCC=C(CCCC(C(=O)O)C)C)(C=C)C 10-hydroxy-2,6,10-trimethyldodec-6,11-dienoic acid